[4-(3-fluoropyridin-2-yl)phenyl]methanol FC=1C(=NC=CC1)C1=CC=C(C=C1)CO